benzyl 4-(2,6-diazaspiro[3.3]heptan-2-yl)indoline-1-carboxylate trifluoroacetate FC(C(=O)O)(F)F.C1N(CC12CNC2)C2=C1CCN(C1=CC=C2)C(=O)OCC2=CC=CC=C2